[N+](=O)([O-])CC(C=1SC=CC1)C1=C(NC2=CC=C(C=C12)S(=O)(=O)F)C1=CC=CC=C1 3-(2-nitro-1-(thiophen-2-yl)ethyl)-2-phenyl-1H-indole-5-sulfonyl fluoride